dichloro(norbornadiene) palladium (II) [Pd+2].ClC=1C(=C2CCC1C2)Cl